FC1(CCC(CC1)NC1=C(C=C(C=C1)C1(CCCC1)C#N)[N+](=O)[O-])F 1-[4-[(4,4-difluorocyclohexyl)amino]-3-nitrophenyl]cyclopentane-1-carbonitrile